COC1=CC(=C(C=C1OC)C(CC=C)OC(CCC(=O)O)=O)[N+](=O)[O-] 4-((1-(4,5-dimethoxy-2-nitrophenyl)but-3-en-1-yl)oxy)-4-oxobutanoic acid